ClC1=CC=C(C=C1)C1=NC2=C(N1C(C(=O)NC1CCCCC1)C1CCCC1)C=C(C=C2)OC 2-[2-(4-chloro-phenyl)-6-methoxy-benzoimidazol-1-yl]-N-cyclohexyl-2-cyclopentyl-acetamide